tert-butyl 4-(3-bromo-5-fluoro-2-pyridyl)-3,6-dihydro-2H-pyridine-1-carboxylate BrC=1C(=NC=C(C1)F)C=1CCN(CC1)C(=O)OC(C)(C)C